C(C(=C)C)(=O)OCCN1C(NCC1)=O 1-(2-methacryloyloxyethyl)-2-imidazolidone